C1(CC1)CCN1CCN(CC1)[C@H]1CC[C@H](CC1)NC(=O)C12CNCC2(C1)C(F)(F)F N-[cis-4-(4-(cyclopropylethyl)piperazin-1-yl)cyclohexyl]-5-(trifluoromethyl)-3-azabicyclo[3.1.0]hexane-1-carboxamide